1-bromo-4-(bromomethyl)-3-fluoro-5-methyl-benzene BrC1=CC(=C(C(=C1)C)CBr)F